di-n-butylmagnesium CCC[CH2-].CCC[CH2-].[Mg+2]